N1C(=NC2=C1C=CC=C2)C2(C(N(C(C1=CC=CC=C21)=O)C)=O)C2=C(C=CC(=C2)Cl)O 4-(1H-Benzo[d]imidazol-2-yl)-4-(5-chloro-2-hydroxyphenyl)-2-methylisoquinoline-1,3(2H,4H)-dione